(R)-N-(2-chloro-4-(3-methylmorpholinyl)thieno[3,2-d]Pyrimidin-7-yl)-N-isopropyl-methylsulfonamide ClC=1N=C(C2=C(N1)C(=CS2)N(S(=O)(=O)C)C(C)C)N2[C@@H](COCC2)C